C(CCCCCCCCC\C=C/CCCCCCCC)(=O)[O-] (Z)-eicos-11-enoate